6-(1-(3,5-dichloroisonicotinoyl)pyrrolidin-2-yl)-2-(2,3-dihydro-1H-inden-2-yl)-9-hydroxy-3,4-dihydro-2H-pyrazino[1,2-c]pyrimidine-1,8-dione ClC1=C(C(=O)N2C(CCC2)C2=NC(C(=C3N2CCN(C3=O)C3CC2=CC=CC=C2C3)O)=O)C(=CN=C1)Cl